N-((R)-1-(4-(ethylsulfonyl)phenyl)-2-hydroxyethyl)-6-((2S,4R)-2-((((R)-tetrahydrofuran-3-yl)oxy)methyl)-4-(4-(trifluoromethyl)phenoxy)pyrrolidin-1-yl)nicotinamide C(C)S(=O)(=O)C1=CC=C(C=C1)[C@H](CO)NC(C1=CN=C(C=C1)N1[C@@H](C[C@H](C1)OC1=CC=C(C=C1)C(F)(F)F)CO[C@H]1COCC1)=O